N-(4-((2-(1,1-difluoroethyl)-6-methylpyrimidin-4-yl)amino)-5-(4-methyl-4,5,6,7-tetrahydropyrazolo[1,5-a]pyrimidin-2-yl)pyridin-2-yl)acetamide FC(C)(F)C1=NC(=CC(=N1)NC1=CC(=NC=C1C1=NN2C(N(CCC2)C)=C1)NC(C)=O)C